C1(CC1)NCC=1N(C2=CC(=CC=C2C(C1)=O)C1=NC(=NC=C1F)N[C@H]1[C@@H](COCC1)O)C(C)C 2-((cyclopropylamino)methyl)-7-(5-fluoro-2-(((3S,4R)-3-hydroxytetrahydro-2H-pyran-4-yl)amino)pyrimidin-4-yl)-1-isopropylquinolin-4(1H)-one